tert-Butyl 4-ethylpiperazine-d8-1-carboxylate C(C)N1C(C(N(C(C1([2H])[2H])([2H])[2H])C(=O)OC(C)(C)C)([2H])[2H])([2H])[2H]